4-((5-(methylcarbamoyl)-1,3-benzodiazol-1-yl)methyl)phenylboronic acid CNC(=O)C1=CC2=C(N(C=N2)CC2=CC=C(C=C2)B(O)O)C=C1